[Zn+2].C(CNC([S-])=S)NC([S-])=S ethylenebis(dithiocarbamate) zinc